CC(C(=O)OCCC[Si](OC)(OC)OC)C gamma-(methylpropanoyloxy)propyl-trimethoxysilane